N1N=NC=2C1=NC=C(N2)C=2C=C(C(=O)NC1=CC=C(C=C1)OCCC1=CC=CC=C1)C=CC2 3-(1H-[1,2,3]triazolo[4,5-b]pyrazin-5-yl)-N-(4-phenethoxyphenyl)benzamide